3-Methyl-5-(3-methylbutyl)-4-oxo-4,5,6,7-tetrahydropyrazolo[1,5-a]pyrazine-2-carboxylic acid (5-cyclopropyl-[1,3,4]thiadiazol-2-yl) amide C1(CC1)C1=NN=C(S1)NC(=O)C1=NN2C(C(N(CC2)CCC(C)C)=O)=C1C